Bis(4-n-dodecylphenyl)iodonium Hexafluorophosphate F[P-](F)(F)(F)(F)F.C(CCCCCCCCCCC)C1=CC=C(C=C1)[I+]C1=CC=C(C=C1)CCCCCCCCCCCC